FC=1C=C(N(C1)C1=C(C=C(C=C1)C(=O)OC)[N+](=O)[O-])C(=O)OC methyl 4-fluoro-1-(4-(methoxy carbonyl)-2-nitrophenyl)-1H-pyrrole-2-carboxylate